CN(CCNC(=O)C1=CC2=CC=C(C=C2C=C1)C1=CC(=C(C=C1)OC)C12CC3CC(CC(C1)C3)C2)C 6-(3-Adamantan-1-yl-4-methoxy-phenyl)-naphthalene-2-carboxylic acid (2-dimethylamino-ethyl)-amide